(2S,4R)-4-((tert-butyl-dimethylsilyl)oxy)-1-(2-(3-hydroxyisoxazol-5-yl)-3-methylbutanoyl)-N-((S)-1-(4-(4-methyl-1λ3,3λ2-thiazol-5-yl)phenyl)ethyl)pyrrolidine-2-carboxamide [Si](C)(C)(C(C)(C)C)O[C@@H]1C[C@H](N(C1)C(C(C(C)C)C1=CC(=NO1)O)=O)C(=O)N[C@@H](C)C1=CC=C(C=C1)C1=C([N]C=[S]1)C